CCCCCCCCCCCCCOP(OCCCCCCCCCCCCC)OC1=C(C=C(C(=C1)C)C(CCC)C2=CC(=C(C=C2C)OP(OCCCCCCCCCCCCC)OCCCCCCCCCCCCC)C(C)(C)C)C(C)(C)C butylidenebis[2-tert-butyl-5-methyl-p-phenylene]-P,P,P',P'-tetratridecylbis(phosphine)